1-[4-(5-Hydroxypyridin-2-yl)-piperazin-1-yl]-3-o-tolyl-propan-1-one OC=1C=CC(=NC1)N1CCN(CC1)C(CCC1=C(C=CC=C1)C)=O